(R)-1-(4-methoxyphenyl)-1-(3-pyridyl)-1-ethanol COC1=CC=C(C=C1)[C@@](C)(O)C=1C=NC=CC1